NC(C(=O)NC1=CC(=CC(=C1)C(F)(F)F)C(F)(F)F)C(C)C 2-amino-N-(3,5-bis(trifluoromethyl)phenyl)-3-methylbutanamide